5-fluoro-3-(1-(2-(5-fluoro-[1,1'-biphenyl]-2-yl)ethyl)piperidin-4-yl)-1H-indole FC=1C=C2C(=CNC2=CC1)C1CCN(CC1)CCC1=C(C=C(C=C1)F)C1=CC=CC=C1